C(C)N1N=CC(=C1)NC1=NC=C(C(=N1)NCC1=C(C=CC=C1F)CC)C(=O)N 2-((1-ethyl-1H-pyrazol-4-yl)amino)-4-((2-ethyl-6-fluorobenzyl)amino)pyrimidin-5-carboxamide